N1=CN=C(C2=C1NC=C2)NC(CBr)=O N-(7H-pyrrolo[2,3-d]pyrimidin-4-yl)-2-bromo-acetamide